4-(7-bromo-6-chloro-8-(3,3-difluorocyclobutoxy)-2-((1-methylpiperidin-4-yl)oxy)quinazolin-4-yl)piperazine BrC1=C(C=C2C(=NC(=NC2=C1OC1CC(C1)(F)F)OC1CCN(CC1)C)N1CCNCC1)Cl